4-bromo-3,5-dimethyl-N,N-di-p-tolylaniline BrC1=C(C=C(N(C2=CC=C(C=C2)C)C2=CC=C(C=C2)C)C=C1C)C